C(=CC)C1NCC2=CC=CC=C12 propenyl-isoindoline